4-acetyl-N-(pyrrol-2-ylmethyl)-1H-pyrrole-2-carboxamide C(C)(=O)C=1C=C(NC1)C(=O)NCC=1NC=CC1